ClC=1C(=C(OC=2C(=CC(=NC2)NCCC)C2=CC=C(C=C2)N2CCN(CC2)C(=O)OC(C)(C)C)C=CC1)C(=O)OC tert-butyl 4-(4-(5-(3-chloro-2-(methoxycarbonyl)phenoxy)-2-propylaminopyridin-4-yl)phenyl)piperazine-1-carboxylate